(5-(methoxymethyl)pyridin-3-yl)boronic acid COCC=1C=C(C=NC1)B(O)O